chloro-1'-[(2S) or (2R)-1-[(1-methyl-2-oxo-1,2,3,4-tetrahydroquinolin-6-yl)oxy]propan-2-yl]-1,2-dihydrospiro[indole-3,4'-piperidin]-2-one ClC1N(CCC2(C1)C(NC1=CC=CC=C12)=O)[C@H](COC=1C=C2CCC(N(C2=CC1)C)=O)C |o1:16|